6-(3-bromo-1-(3-chloropyridin-2-yl)-1H-pyrazole-5-carboxamido)-5-chloro-N-isopropylpyrazolo[1,5-a]pyridine-7-carboxamide BrC1=NN(C(=C1)C(=O)NC=1C(=CC=2N(C1C(=O)NC(C)C)N=CC2)Cl)C2=NC=CC=C2Cl